C1N(CC2=CC=CC=C12)C1=NC=2N(C(=C1)C=1C=NNC1)N=C(C2C)C(=O)NC2=CC(=CC=C2)OC(F)(F)F 5-(isoindolin-2-yl)-3-methyl-7-(1H-pyrazol-4-yl)-N-(3-(trifluoromethoxy)phenyl)pyrazolo[1,5-a]pyrimidine-2-carboxamide